FC1([C@@H](C1)C=1C=C2C=C(NC2=CC1OCC1=NOC=C1)CNC(=O)C1(CC1)C)F (S)-N-((5-(2,2-difluorocyclopropyl)-6-(isoxazol-3-ylmethoxy)-1H-indol-2-yl)methyl)-1-methylcyclopropane-1-carboxamide